BrC1=CN(C2=NC=C(C=C21)C(=O)NC(COC2=CC(=NC=C2)Cl)(C)C)C 3-bromo-N-(1-((2-chloropyridin-4-yl)oxy)-2-methylpropan-2-yl)-1-methyl-1H-pyrrolo[2,3-b]pyridine-5-carboxamide